COC(CN1C=C(C(C(=C1)C([C@@H](N)CC1=C(C=C(C=C1)F)F)=O)=O)OC)OC (2,2-dimethoxyethyl)-1,4-dihydro-3-methoxy-4-oxo-5-(2,4-difluorophenylalanyl)pyridine